2,3,4,9-tetrahydrocarbazole C1CCCC=2C3=CC=CC=C3NC12